C(=CC)N1CCN(CC1)CCCN1C(C(=CC2=C1N=C(N=C2)NC)C2=C(C(=CC(=C2Cl)OC)OC)Cl)=O 8-(3-(4-propenylpiperazin-1-yl)propyl)-6-(2,6-dichloro-3,5-dimethoxyphenyl)-2-(methylamino)pyrido[2,3-d]pyrimidin-7(8H)-one